methylenebis(cyclohexylamine) carbamate C(N)(O)=O.C(NC1CCCCC1)NC1CCCCC1